C(C)(C)(C)C1=NN=C2N1C(N(C1=C2N=CC(=C1)NC1CCOCC1)CC1=CC=C(C=C1)Cl)=O 3-tert-butyl-6-(4-chlorobenzyl)-8-(tetrahydro-2H-pyran-4-ylamino)pyrido[2,3-e][1,2,4]triazolo[4,3-c]pyrimidin-5(6H)-one